(S)-4-(2-((3-aminopyrrolidin-1-yl)methyl)-1-(cyclopropylmethyl)-5-(2,4,5-trimethylphenyl)-1H-pyrrolo[2,3-c]pyridin-4-yl)-2-fluorobenzonitrile N[C@@H]1CN(CC1)CC1=CC=2C(=CN=C(C2C2=CC(=C(C#N)C=C2)F)C2=C(C=C(C(=C2)C)C)C)N1CC1CC1